(5-(2,3-dichlorophenyl)-6-methylpyrazin-2-yl)-3-methylazetidin-3-amine ClC1=C(C=CC=C1Cl)C=1N=CC(=NC1C)N1CC(C1)(N)C